FC1(CC2(C1)C=C(N(CC2)C(=O)OC(C)(C)C)C2=CC=C(C=C2)C(=O)OC)F tert-butyl 2,2-difluoro-6-(4-(methoxycarbonyl)phenyl)-7-azaspiro[3.5]non-5-ene-7-carboxylate